CNC=1C(=C(C(=C(C(=O)O)C1I)I)C(=O)O)I 5-methylamino-2,4,6-triiodoisophthalic acid